5-[4-amino-5-(trifluoromethyl)pyrrolo[2,1-f][1,2,4]triazin-7-yl]-N-[(3R,4S)-1-(4,4-difluorocyclohexanecarbonyl)-4-fluoropyrrolidin-3-yl]-2-(difluoromethoxy)benzamide NC1=NC=NN2C1=C(C=C2C=2C=CC(=C(C(=O)N[C@@H]1CN(C[C@@H]1F)C(=O)C1CCC(CC1)(F)F)C2)OC(F)F)C(F)(F)F